ClC=1C=C(C(=NC1)C)S(=O)(=O)NC=1C(=C(C(=CC1)F)[C@@H]1CCC=2N(C1)C=NC2C(=O)NC)F (6S)-6-[3-(5-chloro-2-methylpyridine-3-sulfonamido)-2,6-difluorophenyl]-N-methyl-5H,6H,7H,8H-imidazo[1,5-a]pyridine-1-carboxamide